ClC=1C(=NC=CC1)C(O)C1=CC(=C(C=C1)F)C1=NC=NC2=CC(=CC=C12)N1CCOCC1 (3-Chloro-pyridin-2-yl)-[4-fluoro-3-(7-morpholin-4-yl-quinazolin-4-yl)phenyl]-methanol